5-(3-(3-(3-fluorobicyclo[1.1.1]pentan-1-yl)prop-1-ynyl)phenoxy)-1H-1,2,3-triazole-4-carboxylic acid FC12CC(C1)(C2)CC#CC=2C=C(OC1=C(N=NN1)C(=O)O)C=CC2